C[C@@H]1N(CCN(C1)C1=C(C(=C(C(=C1F)F)SC)F)F)C(=O)OC(C)(C)C tert-butyl (S)-2-methyl-4-(2,3,5,6-tetrafluoro-4-(methylthio)phenyl)piperazine-1-carboxylate